(S,E)-methyl 7-(1-(2-(1-adamantylamino)-2-oxoethyl)-2-oxo-1,2-dihydropyridin-3-ylamino)-6-(1-methyl-1H-imidazole-2-carboxamido)-7-oxohept-2-enoate C12(CC3CC(CC(C1)C3)C2)NC(CN2C(C(=CC=C2)NC([C@H](CC/C=C/C(=O)OC)NC(=O)C=2N(C=CN2)C)=O)=O)=O